tert-butyl 3-[4-(5-chloro-3-methylsulfonyl-2-pyridyl)phenyl]azetidine-1-carboxylate ClC=1C=C(C(=NC1)C1=CC=C(C=C1)C1CN(C1)C(=O)OC(C)(C)C)S(=O)(=O)C